1-methyl-1H-pyrazol-4-carboxamide CN1N=CC(=C1)C(=O)N